ClC1=NC=CC(=C1F)[C@@H](C)NS(=O)C(C)(C)C N-[(1R)-1-(2-chloro-3-fluoro-4-pyridyl)ethyl]-2-methyl-propane-2-sulfinamide